N1(CN(CN(C1)C(C=C)=O)C(C=C)=O)C(C=C)=O 1,1',1''-(1,3,5-triazine-1,3,5-triyl)triprop-2-en-1-one